N[C@@H](CO)CC1=CC2=NC(=CC(=C2S1)NCC=1SC=CC1)Cl (2R)-2-amino-3-(5-chloro-7-{[(thiophen-2-yl)methyl]amino}thieno[3,2-b]pyridin-2-yl)propan-1-ol